3-(4-(((1s,4s)-4-amino-4-methylcyclohexyl)(2-cyclopropylethyl)amino)-1-oxoisoindolin-2-yl)piperidine-2,6-dione NC1(CCC(CC1)N(C1=C2CN(C(C2=CC=C1)=O)C1C(NC(CC1)=O)=O)CCC1CC1)C